S(=O)(=O)=C1C(=C2N=C3C=CC=CC3=C2C=C1)C1=NC=CC=C1 sulfuryl-pyridyl-carbazole